tributyl-tetradecylphosphonium tris(3-chlorophenyl)hexyl-borate ClC=1C=C(C=CC1)C(CCCCCOB([O-])[O-])(C1=CC(=CC=C1)Cl)C1=CC(=CC=C1)Cl.C(CCC)[P+](CCCCCCCCCCCCCC)(CCCC)CCCC.C(CCC)[P+](CCCC)(CCCC)CCCCCCCCCCCCCC